[N+](=O)([O-])SS[N+](=O)[O-] dinitrodisulfide